6-(2,2-Dimethyl-3-(4-(trifluoromethyl)phenyl)propyl)-2-thia-6-azaspiro[3.4]octane-2,2-dioxide CC(CN1CC2(CS(C2)(=O)=O)CC1)(CC1=CC=C(C=C1)C(F)(F)F)C